methylcyclohexyl-dibutoxysilane C[Si](OCCCC)(OCCCC)C1CCCCC1